S1N=C(C2=C1C=CC=C2)N2CCN(CC2)CCC2(CCC(CC2)NC(CC)=O)F N-(cis-4-(2-(4-(benzo[d]isothiazol-3-yl)piperazin-1-yl)ethyl)-4-fluorocyclohexyl)propanamide